C(#N)C=1C=NN2C1C(=CC(=C2)OCC)C=2C=CC(=NC2)N2CCC(CC2)(C=O)NC(C2=C(C=CC(=C2)F)F)=O N-[1-[5-(3-cyano-6-ethoxy-pyrazolo[1,5-a]pyridin-4-yl)-2-pyridyl]-4-formyl-4-piperidyl]-2,5-difluoro-benzamide